Bis(p-sulfophenyl)-phenylphosphine dihydrate dipotassium [K].[K].O.O.S(=O)(=O)(O)C1=CC=C(C=C1)P(C1=CC=CC=C1)C1=CC=C(C=C1)S(=O)(=O)O